(S)-3-((benzyloxy)methyl)-1-(tert-butoxycarbonyl)pyrrolidine-3-carboxylic acid C(C1=CC=CC=C1)OC[C@]1(CN(CC1)C(=O)OC(C)(C)C)C(=O)O